2-acetamido-N-(5-methyl-1H-pyrazol-3-yl)benzamide C(C)(=O)NC1=C(C(=O)NC2=NNC(=C2)C)C=CC=C1